FC([C@H](C)N1C=NC=2C(=NC=3C=CC=CC3C21)N)(C)C 1-[(1S)-2-fluoro-1,2-dimethyl-propyl]imidazo[4,5-c]quinolin-4-amine